3-[(1S)-1-[3-(trifluoromethyl)phenyl]ethyl]urea FC(C=1C=C(C=CC1)[C@H](C)NC(N)=O)(F)F